1,2-dioleoyl-n-octadecenyl-sn-glycero-3-phosphorylcholine C(CCCCCCC\C=C/CCCCCCCC)(=O)C(=C(CCCCCCCCCCCCCCCC)C(CCCCCCC\C=C/CCCCCCCC)=O)C(OP(OC[C@@H](CO)O)(=O)O)C[N+](C)(C)C